CC=1OC2=C(C1P(=O)(Cl)Cl)C=CC=C2 methyl-(benzofuran-3-yl)phosphonoyl chloride